[Cl-].C[N+](CCC[Si](OC)(OC)OC)(CCCCCCCCCCCCCCCCCC)C dimethyloctadecyl(3-trimethoxysilylpropyl)ammonium chloride